ClC1=C(C(=C(C=C1OC)OC)Cl)C1=CC2=C(N=C(N=C2)N[C@H]2[C@H](COC2)NC(C=C)=O)C(=N1)C(C)C N-((3R,4S)-4-((6-(2,6-dichloro-3,5-di-methoxyphenyl)-8-isopropylpyrido[3,4-d]pyrimidin-2-yl)amino)tetra-hydrofuran-3-yl)acrylamide